N-(2-chloro-5-(2-chloro-5-fluorophenyl)-6-(2,4-dimethoxybenzyl)-7-oxo-6,7-dihydro-5H-pyrrolo[3,4-b]pyridin-4-yl)-3-fluoro-5-(trifluoromethyl)benzamide ClC1=CC(=C2C(=N1)C(N(C2C2=C(C=CC(=C2)F)Cl)CC2=C(C=C(C=C2)OC)OC)=O)NC(C2=CC(=CC(=C2)C(F)(F)F)F)=O